NC1=C(C=CC(=C1)F)NC(CCCCCNC(=O)C1=CC(=NN1)C1=CC=C(C=C1)N)=O N-{6-[(2-amino-4-fluorophenyl)amino]-6-oxohexyl}-3-(4-aminophenyl)-1H-pyrazole-5-carboxamide